2-methoxy-5-(trifluoromethyl)benzoic acid COC1=C(C(=O)O)C=C(C=C1)C(F)(F)F